tert-butyl (2S,3S)-2-(3-bromo-2-fluorobenzyl)-3-(((fluoromethyl)sulfonyl)amino)pyrrolidine-1-carboxylate BrC=1C(=C(C[C@@H]2N(CC[C@@H]2NS(=O)(=O)CF)C(=O)OC(C)(C)C)C=CC1)F